3-[5-(4-bromobutyl)-3-methyl-2-oxo-1,3-benzodiazol-1-yl]piperidine-2,6-dione BrCCCCC1=CC2=C(N(C(N2C)=O)C2C(NC(CC2)=O)=O)C=C1